ethylbis(1-indenyl)zirconium dichloride [Cl-].[Cl-].C(C)[Zr+2](C1C=CC2=CC=CC=C12)C1C=CC2=CC=CC=C12